(2r,3s)-3-(2,5-difluorophenyl)-3-hydroxy-2-methyl-4-(1H-1,2,4-triazol-1-yl)butyric acid FC1=C(C=C(C=C1)F)[C@@]([C@H](C(=O)O)C)(CN1N=CN=C1)O